3-methyl-hexadecyl-indole (S)-tert-butyl-2-(6-chloro-2-(2-(trifluoromethyl)pyridin-4-yl)-1,2,3,4-tetrahydroisoquinoline-8-yl)pyrrolidine-1-carboxylate C(C)(C)(C)OC(=O)N1[C@@H](CCC1)C=1C=C(C=C2CCN(CC12)C1=CC(=NC=C1)C(F)(F)F)Cl.CC(CCC=1NC2=CC=CC=C2C1)CCCCCCCCCCCCC